Cl.FC([C@@H]1CC[C@H](CC1)N)(F)F trans-4-(trifluoromethyl)cyclohexanamine hydrochloride